(S)-1-((S)-2-((1R,3aS,7aR,E)-4-(2-((3R,5R)-3,5-bis((t-butyldimethylsilyl)oxy)cyclohexylidene)ethylidene)-7a-methyloctahydro-1H-inden-1-yl)propyl)-3-(difluoromethyl)pyrrolidine [Si](C)(C)(C(C)(C)C)O[C@@H]1CC(C[C@H](C1)O[Si](C)(C)C(C)(C)C)=C\C=C/1\[C@@H]2CC[C@@H]([C@]2(CCC1)C)[C@@H](CN1C[C@H](CC1)C(F)F)C